4-amino-3-[6-(4-fluoro-2-propoxyphenyl)pyridine-3-ylazo]naphthalene-1-sulfonic acid NC1=C(C=C(C2=CC=CC=C12)S(=O)(=O)O)N=NC=1C=NC(=CC1)C1=C(C=C(C=C1)F)OCCC